C1(CC1)C#CC=1C=CC(=C(C1)N(C(C1=C(N=C(C=C1)OCC(=O)N(C)C)C)=O)C)C N-(5-(cyclopropylethynyl)-2-methylphenyl)-6-(2-(dimethylamino)-2-oxoethoxy)-N,2-dimethylnicotinamide